6-chloro-N-((4-methyl-2-oxo-1,2,5,6,7,8-hexahydroquinolin-3-yl)methyl)nicotinamide ClC1=NC=C(C(=O)NCC=2C(NC=3CCCCC3C2C)=O)C=C1